(3R,6R)-6-isopropenyl-3-methyl-9-decenylacetate C(=C)(C)[C@@H](CC[C@@H](CCCC(=O)[O-])C)CCC=C